imidazo[1,5-a]indole-6-carboxamide C1=NCN2C1=CC=1C=CC(=CC21)C(=O)N